BrC1=C(SC=2C1=NSC2N(CC=2SC=CC2)C(=O)OC(C)(C)C)C[C@H]([C@H](C)F)NC(OC(C)(C)C)=O tert-butyl N-[(2R,3S)-1-{6-bromo-3-[(tert-butoxycarbonyl)(thiophen-2-ylmethyl)amino]thieno[3,2-c][1,2]thiazol-5-yl}-3-fluorobutan-2-yl]carbamate